9-(4-bromophenyl)-10-(naphthalen-1-yl)anthracene 2-bromobenzyl-2-(3-((2-bromobenzyl)oxy)isoxazol-5-yl)-3-methylbutanoate BrC1=C(COC(C(C(C)C)C2=CC(=NO2)OCC2=C(C=CC=C2)Br)=O)C=CC=C1.BrC1=CC=C(C=C1)C=1C2=CC=CC=C2C(=C2C=CC=CC12)C1=CC=CC2=CC=CC=C12